NC(CNC(OC(C)(C)C)=O)=O tert-butyl (2-amino-2-oxoethyl)carbamate